2-(((2R,3S,4R,5R)-5-(2-chloro-6-(cyclopentylamino)-9H-purin-9-yl)-3-ethynyl-3,4-dihydroxytetrahydrofuran-2-yl)methoxy)-2-(methylsulfonyl)acetic acid ClC1=NC(=C2N=CN(C2=N1)[C@H]1[C@@H]([C@@]([C@H](O1)COC(C(=O)O)S(=O)(=O)C)(O)C#C)O)NC1CCCC1